4,6-Dimethylpyrazolo[1,5-a]pyrazine-2-carboxylic acid ethyl ester C(C)OC(=O)C1=NN2C(C(=NC(=C2)C)C)=C1